thieno[3,2-b]Pyridin-7-ol S1C=CC2=NC=CC(=C21)O